tert-butyl (2-(2-((3-amino-1H-indazol-5-yl)methyl)-4-chlorophenoxy)ethyl)carbamate NC1=NNC2=CC=C(C=C12)CC1=C(OCCNC(OC(C)(C)C)=O)C=CC(=C1)Cl